NC1=C(C=C(C=C1)NC(CN1[C@@H](C(N(CC1)C)=O)C)=O)F (R)-N-(4-amino-3-fluorophenyl)-2-(2,4-dimethyl-3-oxopiperazin-1-yl)acetamide